5-hydroxy-3-{2-[({[(1r,4r)-4-(aminomethyl)-cyclohexyl]methyl}amino)methyl]-1H-indol-3-yl}-2,3-dihydro-1H-isoindol-1-one OC=1C=C2C(NC(C2=CC1)=O)C1=C(NC2=CC=CC=C12)CNCC1CCC(CC1)CN